C(CCCCCCCCCCCCCCCC)C=1NC=CN1 2-heptadecylimidazole